BrC=1C=C(C=NC1)C=1C=NC(=NC1)OC1=CC(=C(C=C1)F)Cl 5-(5-bromo-3-pyridyl)-2-(3-chloro-4-fluoro-phenoxy)pyrimidine